ethyl (2S)-2-fluoro-2-[[(2S,5R)-2-(acetamidomethylcarbamoyl)-3-methyl-7-oxo-1,6-diazabicyclo[3.2.1]oct-3-en-6-yl]oxy]acetate F[C@@H](C(=O)OCC)ON1[C@@H]2C=C([C@H](N(C1=O)C2)C(NCNC(C)=O)=O)C